3-Benzamido-6-(1-methyl-1H-pyrazol-4-yl)pyrazolo[1,5-a]pyridin-4-yl trifluoromethanesulfonate FC(S(=O)(=O)OC=1C=2N(C=C(C1)C=1C=NN(C1)C)N=CC2NC(C2=CC=CC=C2)=O)(F)F